Cl.CC1=CNC2=NC=CC(=C21)C=2C(=NN1C2CNCC1)C1=CC=C(C=C1)C(F)(F)F 3-(3-methyl-1H-pyrrolo[2,3-b]pyridin-4-yl)-2-[4-(trifluoromethyl)phenyl]-4,5,6,7-tetrahydropyrazolo[1,5-a]pyrazine hydrogen chloride